FS(C)(F)F trifluoro(methyl)-lambda4-Sulfane